2,6-dichloro-3-(trifluoromethyl)aniline ClC1=C(N)C(=CC=C1C(F)(F)F)Cl